COC([C@@H](N)CC1=CN(C2=CC(=CC=C12)C(=O)OCC1=CC=CC=C1)C(=O)OC(C)(C)C)=O (S)-6-benzyloxycarbonyl-1-tert-butoxycarbonyl-tryptophan methyl ester